7-methoxy-6-nitro-1,2,3,4-tetrahydroisoquinoline COC1=C(C=C2CCNCC2=C1)[N+](=O)[O-]